N-(4-phenylpyridin-2-yl)-2-(pyridin-2-yl)thiazol-5-amine C1(=CC=CC=C1)C1=CC(=NC=C1)NC1=CN=C(S1)C1=NC=CC=C1